(S)-1'-(5-((3-chloro-2-(dimethyl-amino)pyridin-4-yl)thio)pyrazin-2-yl)-5,7-dihydrospiro[cyclopenta[b]pyridine-6,4'-piperidin]-5-amine ClC=1C(=NC=CC1SC=1N=CC(=NC1)N1CCC2(CC1)[C@@H](C=1C(=NC=CC1)C2)N)N(C)C